ClC=1C=C2CN3C(=NC=4C(=CC(=CC4C3=O)C)C(C)=NS(=O)C(C)(C)C)C2=CC1 N-(1-(2-chloro-8-methyl-10-oxo-10,12-dihydroisoindolo[1,2-b]quinazolin-6-yl)ethylidene)-2-methylpropane-2-sulfinamide